6-(1-(3-(4-cyclopropylphenyl)oxetan-3-yl)-4-(propane-1-yn-1-yl)-1H-indazole-7-carboxamido)spiro[3.3]heptane-2-carboxylic acid C1(CC1)C1=CC=C(C=C1)C1(COC1)N1N=CC2=C(C=CC(=C12)C(=O)NC1CC2(CC(C2)C(=O)O)C1)C#CC